N-[(5-ethyl-1,2-oxazol-3-yl)methyl]-6-methyl-4-[(1-methylcyclopropyl)amino]furo[2,3-d]pyrimidine-5-carboxamide C(C)C1=CC(=NO1)CNC(=O)C1=C(OC=2N=CN=C(C21)NC2(CC2)C)C